OC(C)(C)C=1N=C(SC1)CNC(OC(C)(C)C)=O tert-butyl ((4-(2-hydroxypropan-2-yl)thiazol-2-yl)methyl)carbamate